CC1=C(C(=CC(=C1)N(C)C)C)N1C2(CC(C(C1=[Ru-4](=CC1=C(C=CC=C1)OC(C)C)(Cl)Cl)(CC2)C)C)C {2-[2,6-dimethyl-4-dimethylaminophenyl]-1,4,5-trimethyl-2-azabicyclo[2.2.2]octane-3-ylidene}{2-isopropoxybenzylidene}ruthenium(II) dichloride